CC1=CC(=NN1)NC1=NC(=C2C=CC=NC2=C1)NC12CC3N(C(CC(C1)C3)C2)CCC#N 3-(5-((7-((5-methyl-1H-pyrazol-3-yl)amino)-1,6-naphthyridin-5-yl)amino)-2-azatricyclo[3.3.1.13,7]decan-2-yl)propionitrile